Phenyl(phenylpyridinyl)triazinyl(phenyldibenzothiophenyl)pyridine C1(=CC=CC=C1)C=1C(=C(C(=NC1)C1=C(C=CC=2SC3=C(C21)C=CC=C3)C3=CC=CC=C3)C3=NN=NC=C3)C3=NC=CC=C3C3=CC=CC=C3